NC1=NC=CC=C1C1=NC=2C(=NC(=CC2)C2=C(C=NC=C2)C#N)N1C1=CC=C(CN2CCN(CC2)C2=NC(=NC=C2)C#N)C=C1 4-(4-(4-(2-(2-Aminopyridin-3-yl)-5-(3-cyanopyridin-4-yl)-3H-imidazo[4,5-b]pyridin-3-yl)benzyl)piperazin-1-yl)pyrimidine-2-carbonitrile